FC1=C(C=CC(=C1)[N+](=O)[O-])N1N=CC(=C1)C1=NC(=NC(=C1)C)OCCC(F)(F)F 4-(1-(2-fluoro-4-nitrophenyl)-1H-pyrazol-4-yl)-6-methyl-2-(3,3,3-trifluoropropoxy)pyrimidine